Ethyl 4-((2-(1H-benzo[d]imidazol-5-yl)ethyl)amino)-8,8-dimethyl-8,10-dihydro-7H-pyrano[3'',4'':5',6']pyrido[3',2':4,5]thieno[3,2-d]pyrimidine-11-carboxylate N1C=NC2=C1C=CC(=C2)CCNC=2C1=C(N=CN2)C2=C(S1)N=C1C(=C2C(=O)OCC)COC(C1)(C)C